[2-(dimethylmethyl)-1-heptenyl]benzene CC(C(=CC1=CC=CC=C1)CCCCC)C